N-(2-(4-((1R,5S)-3,8-diazabicyclo[3.2.1]octan-3-yl)-8-fluoro-7-(3-hydroxynaphthalen-1-yl)quinazolin-2-yl)ethyl)acetamide [C@H]12CN(C[C@H](CC1)N2)C2=NC(=NC1=C(C(=CC=C21)C2=CC(=CC1=CC=CC=C21)O)F)CCNC(C)=O